C(C)(C)[N+](CC1=CC=CC=C1)(CC)C(C)C diiso-propylethylbenzylammonium